(S)-N-(2-(8-oxa-1-azaspiro[4.5]decan-4-yl)thieno[2,3-b]pyridin-4-yl)-6-fluorobenzo[d]thiazol-5-amine N1CC[C@@H](C12CCOCC2)C2=CC=1C(=NC=CC1NC=1C(=CC3=C(N=CS3)C1)F)S2